(S)-4-(5-chloro-2-((1-(2-hydroxyethyl)-1H-pyrazol-4-yl)amino)pyrimidin-4-yl)-N-(1-cyanopropyl)benzamide ClC=1C(=NC(=NC1)NC=1C=NN(C1)CCO)C1=CC=C(C(=O)N[C@@H](CC)C#N)C=C1